N-[(1R)-1-[3-amino-5-(trifluoromethyl)phenyl]ethyl]-7-methoxy-2-methyl-6-[(3S)-oxolan-3-yl]oxyquinazolin-4-amine NC=1C=C(C=C(C1)C(F)(F)F)[C@@H](C)NC1=NC(=NC2=CC(=C(C=C12)O[C@@H]1COCC1)OC)C